(RS)-N-(2-methylphenyl)-2-(propylamino)propionamide (R)-4-(3-fluoro-2-(2,2,2-trifluoroethyl)phenyl)-2-(fluoromethyl)-5-oxo-4,5,6,7-tetrahydro-1H-cyclopenta[b]pyridine-3-carboxylate FC=1C(=C(C=CC1)[C@@H]1C2=C(NC(=C1C(=O)O)CF)CCC2=O)CC(F)(F)F.CC2=C(C=CC=C2)NC([C@@H](C)NCCC)=O |&1:36|